C1(=C(C(=CC(=C1)C)C)S(=O)(=O)OC=1C=C(C=CC1)NC(NC1=CC(=CC=C1)OS(=O)(=O)C1=C(C=C(C=C1C)C)C)=O)C bis-[3-(mesitylenesulfonyloxy)phenyl]urea